(1S,4R)-4-acetamido-N-((S)-(3-chloro-2-fluoro-5-hydroxyphenyl)(4-fluorobicyclo[2.2.1]heptan-1-yl)methyl)-3,3-difluorocyclopentane-1-carboxamide C(C)(=O)N[C@H]1C(C[C@H](C1)C(=O)N[C@@H](C12CCC(CC1)(C2)F)C2=C(C(=CC(=C2)O)Cl)F)(F)F